CC1=C2C(=CC=3C=4C=C(C=CC4N(C13)C)N1CCNC3(CC3)C1)C=NC=C2 5,6-dimethyl-9-(4,7-diazaspiro[2.5]octan-7-yl)-6H-pyrido[4,3-b]carbazole